((S)-5H-imidazo[5,1-a]isoindol-5-yl)cyclobutan-1-ol C=1N=CN2C1C1=CC=CC=C1[C@H]2C2(CCC2)O